5-(pyridin-3-yloxy)picolinic acid N1=CC(=CC=C1)OC=1C=CC(=NC1)C(=O)O